C(C1=CC=C(C(=O)O)C=C1)(=O)O.OC=CO bishydroxy ethylene terephthalate